NC=1N=C(C=C2C=C(N=CC12)NC(=O)C1C(C1C=1C=NN(C1)C)C)C1=C(C=CC=C1C)F trans-N-[8-amino-6-(2-fluoro-6-methylphenyl)-2,7-naphthyridin-3-yl]-2-methyl-3-(1-methyl-1H-pyrazol-4-yl)cyclopropane-1-carboxamide